7-methyl-6-oxooctahydro-2H-pyrazino[1,2-a]pyrazine-2-carboxylic acid tert-butyl ester C(C)(C)(C)OC(=O)N1CC2N(CC1)C(C(NC2)C)=O